3-methyl-1,2-phenylene bis(dimethylcarbamate) CN(C(OC1=C(C(=CC=C1)C)OC(N(C)C)=O)=O)C